O1C(OCC1)=O [1,3]dioxolane-2-one